8-(1-((4-fluoro-2-(methylsulfonyl)phenyl)amino)ethyl)-3,6-dimethyl-2-morpholinoquinazolin-4(3H)-one FC1=CC(=C(C=C1)NC(C)C=1C=C(C=C2C(N(C(=NC12)N1CCOCC1)C)=O)C)S(=O)(=O)C